C1(CC1)NC1=NC2=CC(=C(C=C2C(=N1)NC1=NNC(=C1)CC)OC)OCCCN1CCCC1 N2-cyclopropyl-N4-(5-ethyl-1H-pyrazol-3-yl)-6-methoxy-7-(3-(pyrrolidine-1-yl)propoxy)quinazoline-2,4-diamine